ClC=1C=CC(=NC1)C1CN(CC1)C(=O)C=1C(=NC(=C(C1O)C1=C(C=CC=C1OC)OC)COCC)O 3-[3-(5-chloropyridin-2-yl)pyrrolidine-1-carbonyl]-5-(2,6-dimethoxyphenyl)-6-(ethoxymethyl)pyridine-2,4-diol